ClC=1C=CC(=C(C(=O)N)C1)NC(C1=CC(=CC=C1)C(F)(F)F)=O 5-chloro-2-[[3-(trifluoromethyl)benzoyl]amino]benzamide